1-(8-((2,3-dichlorophenyl)thio)-[1,2,4]triazolo[4,3-c]pyrimidin-5-yl)-4-methylpiperidin-4-amine ClC1=C(C=CC=C1Cl)SC=1C=2N(C(=NC1)N1CCC(CC1)(N)C)C=NN2